C(CCC)(=O)N (2R)-butanamide